O=C1C2(C3=C4C(=NC=C3N1)N(C=C4)S(=O)(=O)C4=CC=CC=C4)CC4CCC(C2)N4C(=O)OC(C)(C)C tert-Butyl 7'-oxo-3'-(phenylsulfonyl)-6',7'-dihydro-3'H-8-azaspiro[bicyclo[3.2.1]octane-3,8'-dipyrrolo[2,3-b:3',2'-d]pyridine]-8-carboxylate